3-(9H-fluoren-2-yl)aniline C1=C(C=CC=2C3=CC=CC=C3CC12)C=1C=C(N)C=CC1